C[NH2+]CC1=CC=C(C=C1)C2=C3CCNC(=O)C4=C3C(=CC(=C4)F)N2 The molecule is an organic cation obtained by protonation of the secondary amino function of rucaparib. It is an ammonium ion derivative and an organic cation. It is a conjugate acid of a rucaparib.